C1(CCCCC1)CN1[C@H](CN(CC1)C[B-](F)(F)F)C(F)F.[K+] potassium (R)-((4-(cyclohexylmethyl)-3-(difluoromethyl)piperazin-1-yl)methyl)trifluoroborate